O1CCC(CC1)N1N=CC(=C1)C=1NC=CC1 2-(1-(tetrahydro-2H-pyran-4-yl)-1H-pyrazol-4-yl)-1H-pyrrole